OC1(CCC1)C1=CC=C(C=N1)C(C)=O 1-(6-(1-hydroxycyclobutyl)pyridin-3-yl)ethan-1-one